BrC=1C=CC(=C(C1)C1OCCO1)Cl 2-(5-bromo-2-chlorophenyl)-1,3-dioxolane